N-[4-(4-cyanophenoxy)phenyl]-7H-pyrrolo[2,3-d]pyrimidin-4-amine C(#N)C1=CC=C(OC2=CC=C(C=C2)NC=2C3=C(N=CN2)NC=C3)C=C1